F[C@H]1C(NC(C[C@H]1NC1=CC=C(N=N1)C1=NC=C(C=C1O)C1=NNC=C1)(C)C)(C)C 2-(6-{[(3R,4R)-3-fluoro-2,2,6,6-tetramethylpiperidin-4-yl]amino}pyridazin-3-yl)-5-(1H-pyrazol-3-yl)pyridin-3-ol